C(C1=CC=CC=C1)(C1=CC=CC=C1)N(C=1N(C(C(=C(N1)C(=O)OCC)OC)=O)C)C ethyl 2-[(benzhydryl) (methyl) amino]-5-methoxy-1-methyl-6-oxopyrimidine-4-carboxylate